N-((3R,5S)-1-(8-cyanoquinoxalin-5-yl)-5-methylpiperidin-3-yl)-3-methyloxetane-3-carboxamide C(#N)C=1C=CC(=C2N=CC=NC12)N1C[C@@H](C[C@@H](C1)C)NC(=O)C1(COC1)C